((2-azaspiro[3.3]hept-6-yl)oxy)-6-fluoroquinoline hydrochloride Cl.C1NCC12CC(C2)OC2=NC1=CC=C(C=C1C=C2)F